ClC1=C(OC2=C(C=CC3=C2NC(=NS3(=O)=O)NCC3=NC=C(C=C3F)F)F)C=CC=C1 5-(2-chlorophenoxy)-3-(((3,5-difluoropyridin-2-yl)methyl)amino)-6-fluoro-4H-benzo[e][1,2,4]thiadiazine 1,1-dioxide